C(C)OC(=O)C=1N(N=CC1C1=CN(C(C(=C1)C)=O)C)CC1=CC=CC=C1 2-Benzyl-4-(1,5-dimethyl-6-oxo-1,6-dihydro-pyridin-3-yl)-2H-pyrazole-3-carboxylic acid ethyl ester